1-(5-Bromopyrazolo[1,5-a]pyridin-3-yl)-3-((2-(trimethylsilyl)ethoxy)methyl)dihydropyrimidine-2,4(1H,3H)-dione BrC1=CC=2N(C=C1)N=CC2N2C(N(C(CC2)=O)COCC[Si](C)(C)C)=O